C(N)(OC(CC1=CC=C(C=C1)NC(CN(CC1=NC=CC=C1)CCN(CC1=NC=CC=C1)CC1=NC=CC=C1)=O)C(C)(C)C)=O tert-butyl-(4-(2-((2-(bis(pyridin-2-ylmethyl) amino) ethyl) (pyridin-2-ylmethyl) amino) acetamido) phenethyl) carbamate